tert-butyl 4-((1H-1,2,3-triazol-1-yl)sulfonyl)piperazine-1-carboxylate N1(N=NC=C1)S(=O)(=O)N1CCN(CC1)C(=O)OC(C)(C)C